CN(CCN1CCN(CC1)C1=CC=NC=C1C=O)C 4-(4-(2-(dimethylamino)ethyl)piperazin-1-yl)nicotinaldehyde